N1CC=CC=C1 2H-Pyridin